((4,4-dimethyl-1-vinylcyclohexyl)oxy)trimethylsilane CC1(CCC(CC1)(C=C)O[Si](C)(C)C)C